4-Bromo-5-chloro-6-fluoro-1-methyl-1H-indazole-7-carboxylic acid methyl ester COC(=O)C=1C(=C(C(=C2C=NN(C12)C)Br)Cl)F